C(#N)C=1C=2CCCC2C(=C2CCCC12)NC(=O)N=S(=O)(N)C=1SC(=CC1F)C(CO)(C)O N'-((8-cyano-1,2,3,5,6,7-hexahydro-s-indacen-4-yl)carbamoyl)-5-(1,2-dihydroxypropan-2-yl)-3-fluorothiophene-2-sulfonimidamide